C(C)OC(=O)C1=COC2=C1C=C(C(=C2)C#N)F 6-cyanyl-5-fluorobenzofuran-3-carboxylic acid ethyl ester